COC1=NC=C(C2=C1N=C(S2)NC(=O)C2=CN=C(S2)NCCOC)C2CCOCC2 N-[4-Methoxy-7-(oxan-4-yl)-[1,3]thiazolo[4,5-c]pyridin-2-yl]-2-[(2-methoxyethyl)amino]-1,3-thiazol-5-carboxamid